1,1'-thio-bis(2-naphthol) S(C1=C(C=CC2=CC=CC=C12)O)C1=C(C=CC2=CC=CC=C12)O